C1(CCC1)N1C(=NC2=NC(=NC(=C12)N1CC2COCC(C1)N2)OC[C@]21CCCN1C[C@@H](C2)F)OC2=CC(=CC1=CC=C(C(=C21)C#C)F)O 4-{[7-cyclobutyl-2-{[(2R,7aS)-2-fluorotetrahydro-1H-pyrrolizin-7a(5H)-yl]methoxy}-6-(3-oxa-7,9-diazabicyclo[3.3.1]nonan-7-yl)-7H-purin-8-yl]oxy}-5-ethynyl-6-fluoronaphthalen-2-ol